bromo-7-(difluoromethyl)-1,2,3,4-tetrahydroquinoline BrN1CCCC2=CC=C(C=C12)C(F)F